ClCC=1C=C2NC(C=3N(C2=C(C1)F)N=CC3)=O 7-(chloromethyl)-9-fluoropyrazolo[1,5-a]quinoxalin-4(5H)-one